racemic-5-[1-[[3-chloro-5-(trifluoromethyl)benzoyl]-amino]ethyl]-1-(5-cyano-2-pyridinyl)-1,2,4-triazole-3-carboxylic acid methyl ester COC(=O)C1=NN(C(=N1)[C@@H](C)NC(C1=CC(=CC(=C1)C(F)(F)F)Cl)=O)C1=NC=C(C=C1)C#N |r|